8-((4-benzoylpiperidin-1-yl)methyl)-3,9-dihydroxybenzo[5,6]oxazepin C(C1=CC=CC=C1)(=O)C1CCN(CC1)CC1=C(C2=C(C=CC(=NO2)O)C=C1)O